6-Fluoro-3-[1-hydroxyl-(3-methyl-isoxazol-5-yl)-methylidene]-5-(4-morpholin-4-yl-phenyl)-1,3-dihydro-indol-2-one FC1=C(C=C2C(C(NC2=C1)=O)=C(O)C1=CC(=NO1)C)C1=CC=C(C=C1)N1CCOCC1